1-(5-bromoimidazo[1,2-a]pyridin-8-yl)-3-(5-isopropylisoxazol-3-yl)urea BrC1=CC=C(C=2N1C=CN2)NC(=O)NC2=NOC(=C2)C(C)C